NC=1N=C(C2=C(N1)C=NN2CC2=C(C=C(C=C2)C(=O)N2[C@H]1CN([C@@H](C2)C1)C)OC(F)F)N[C@H](CCO)CCC (3S)-3-[(5-amino-1-{[2-(difluoro-methoxy)-4-[(1R,4R)-5-methyl-2,5-diazabicyclo[2.2.1]heptane-2-carbonyl]phenyl]methyl}-1H-pyrazolo[4,3-d]pyrimidin-7-yl)amino]hexan-1-ol